1,2,2,6,6-pentamethylpiperidin-4-yl dodecanate C(CCCCCCCCCCC)(=O)OC1CC(N(C(C1)(C)C)C)(C)C